[Cl-].C[Si](=[Zr+](C1C=CC=C1)C1C(=CC2=C(C=3CCCC3C=C12)C1=CC=CC=C1)C)C Dimethyl-Silanediyl(2-methyl-4-phenyl-1,5,6,7-tetrahydro-s-indacen-1-yl)(cyclopentadienyl)Zirconium Chloride